rac-tert-butyl (3R,5S)-3-((2-(2,6-dioxo-1-((2-(trimethylsilyl)ethoxy)methyl)piperidin-3-yl)-1-oxoisoindolin-5-yl)oxy)-5-hydroxypiperidine-1-carboxylate O=C1N(C(CC[C@H]1N1C(C2=CC=C(C=C2C1)O[C@H]1CN(C[C@H](C1)O)C(=O)OC(C)(C)C)=O)=O)COCC[Si](C)(C)C |&1:6|